CCC(CC)O 3-Pentanol